C(OC1=CC=C(C=C1)[N+](=O)[O-])(OCCOCCOCCOCCOC)=O p-nitrophenyl 3,6,9,12-tetraoxatridecyl carbonate